BrC1=CC=C(C=C1)C1(COCC1)NC(OC(C)(C)C)=O tert-butyl N-(3-(4-bromophenyl)tetrahydrofuran-3-yl)carbamate